C(C=C)C(CC(=O)NC(=O)N)CC(C)(C)C 3-allyl-5,5-dimethylhexanoyl-urea